CC1C=2N(CCN1)CCC2 Methyl-hexahydropyrrolo[1,2-a]pyrazine